C(C1=CC=CC=C1)N1CC(C(=CC1)C=1C=NN(C1)C1OCCCC1)(F)F 1-benzyl-3,3-difluoro-4-(1-(tetrahydro-2H-pyran-2-yl)-1H-pyrazol-4-yl)-1,2,3,6-tetrahydropyridine